3-(4-(2-fluorophenyl)-2-(methylsulfonyl)-5,6-dihydro-7H-pyrrolo[2,3-d]pyrimidin-7-yl)-N,5-dimethylhexanamide FC1=C(C=CC=C1)C=1C2=C(N=C(N1)S(=O)(=O)C)N(CC2)C(CC(=O)NC)CC(C)C